ClC=1C=C(C=C(C1)Cl)NC1=NC2=CC=CC=C2C(=N1)NC(CC)CC N2-(3,5-dichlorophenyl)-N4-(pentan-3-yl)quinazoline-2,4-diamine